CN1C(CCC2=CC(=CC=C12)C1=C(C=NN1)OC1=CC(=CC=C1)SC)=O 1-Methyl-6-[4-(3-methylsulfanylphenoxy)-1H-pyrazol-5-yl]-3,4-dihydroquinolin-2-one